C(C(C)C)NC(\C=C\C=C\CC\C=C/C=C\C)=O dodeca-2E,4E,8Z,10Z-tetraenoic acid isobutylamide